C1CCC(C=2C3=CC=CC=C3C=CC12)NC=1C2=C(N=CN1)C=CC=N2 N-(1,2,3,4-Tetrahydrophenanthren-4-yl)pyrido[3,2-d]pyrimidin-4-amine